FC(C=1C=C(C=CC1F)C=1C=C2C(=NC1)C(=NN2CC=2SC(=NN2)C)F)F 2-[[6-[3-(Difluoromethyl)-4-fluoro-phenyl]-3-fluoro-pyrazolo[4,3-b]pyridin-1-yl]methyl]-5-methyl-1,3,4-thiadiazole